(E)-4-((6-((((4-((6-methylpyrazin-2-yl)oxy)benzylidene)amino)oxy)methyl)-2-phenylimidazo[1,2-a]pyridin-3-yl)amino)benzoic acid CC1=CN=CC(=N1)OC1=CC=C(\C=N\OCC=2C=CC=3N(C2)C(=C(N3)C3=CC=CC=C3)NC3=CC=C(C(=O)O)C=C3)C=C1